C(#N)C1=C(C=CC(=C1)C(F)(F)F)S(=O)(=O)N1CC(C(C1)=CC)OC1=CC(=C(C#N)C=C1)F 4-((1-((2-cyano-4-(trifluoromethyl)phenyl)sulfonyl)-4-ethylidenepyrrolidin-3-yl)oxy)-2-fluorobenzonitrile